FC(C=1C=C(C=CC1)[C@@H](C)NC=1C2=C(C(N(N1)C)=O)N(C(C(=C2)N2CCOCC2)=O)CCCCCCC=O)(C2CCNCC2)F (R)-7-(5-((1-(3-(difluoro(piperidin-4-yl)methyl)phenyl)ethyl)amino)-7-methyl-3-morpholino-2,8-dioxo-7,8-dihydropyrido[2,3-d]pyridazin-1(2H)-yl)heptanal